ClC=1C=C(C2=C(C=C(O2)CNC(=O)C=2C=NN3C2N=CC=C3)C1)C(NCC(F)(F)F)=O N-((5-Chloro-7-((2,2,2-trifluoroethyl)carbamoyl)benzofuran-2-yl)methyl)pyrazolo[1,5-a]pyrimidine-3-carboxamide